4-((1r,3s)-3-hydroxycyclohexylamino)-2-((1r,4r)-4-methoxycyclohexylamino)pyrimidine-5-carboxamide O[C@@H]1C[C@@H](CCC1)NC1=NC(=NC=C1C(=O)N)NC1CCC(CC1)OC